COC=1C=C(C=CC1)C[C@@H](C)O (2R)-1-(3-methoxyphenyl)propan-2-ol